n-dodecyl thioether C(CCCCCCCCCCC)SCCCCCCCCCCCC